CC=1OC2=C(C1)C=C(C=C2)OCC2=NC=CC=C2C(F)(F)F 2-methyl-5-((3-(trifluoromethyl)pyridin-2-yl)methoxy)benzofuran